N1CC(CC1)C1=NC=2C(=NC=CC2C2CCN(CC2)C(=O)C2=CC=C(C=C2)OC(F)(F)F)N1 [4-[2-[pyrrolidin-3-yl]-3H-imidazo[4,5-b]pyridin-7-yl]-1-piperidyl]-[4-(trifluoromethoxy)phenyl]methanone